7-amino-3,6-difluoroacenaphthylen-1(2H)-one NC=1C(=C2C=CC(=C3CC(C(C1)=C32)=O)F)F